NC1=C2C(=NC=N1)N(N=C2C(F)F)C(C)C=2C(=C(C(=C(C2)Cl)F)C2CN(C2)C[C@@H](C)O)OCC (2R)-1-[3-(3-{1-[4-amino-3-(difluoromethyl)-1H-pyrazolo[3,4-d]pyrimidin-1-yl]ethyl}-5-chloro-2-ethoxy-6-fluorophenyl)azetidin-1-yl]propan-2-ol